(S)-quinuclidin-3-yl (2,2-diethyl-5-(4-propylphenyl)-2,3-dihydro-1H-inden-1-yl)carbamate C(C)C1(C(C2=CC=C(C=C2C1)C1=CC=C(C=C1)CCC)NC(O[C@@H]1CN2CCC1CC2)=O)CC